ONC(=O)C=1C=CC2=C(N(C(CO2)=O)CC=2N=NN(C2)C2=CC=CC=C2)C1 N-hydroxy-3-oxo-4-[(1-phenyl-1H-1,2,3-triazol-4-yl)methyl]-3,4-dihydro-2H-1,4-benzoxazine-6-carboxamide